N-formylgalactosamine C(=O)N[C@H]1C(O)O[C@@H]([C@@H]([C@@H]1O)O)CO